methyl 1-[4-[[(2R,4S)-4-fluoropyrrolidine-2-carbonyl]amino]phenyl]cyclopropanecarboxylate dihydrochloride Cl.Cl.F[C@H]1C[C@@H](NC1)C(=O)NC1=CC=C(C=C1)C1(CC1)C(=O)OC